trans-4-hydroxy-1-methyl-N-(5-(trans-3-(4-(trifluoromethyl)phenyl)cyclobutoxy)-1H-indol-3-yl)cyclohexane-1-carboxamide OC1CCC(CC1)(C(=O)NC1=CNC2=CC=C(C=C12)O[C@@H]1C[C@H](C1)C1=CC=C(C=C1)C(F)(F)F)C